CC1C=C(N2C[C@@H](CC12)F)C1=CC=C(C=C1)OC methyl-(6R)-6-fluoro-3-(4-methoxyphenyl)-6,7-dihydro-1H-pyrrolizine